O(C1=CC=CC=C1)C1=C(C(=C(C(=C1OC1=CC=CC=C1)OC1=CC=CC=C1)OC1=CC=CC=C1)OC1=CC=CC=C1)OC1=CC=CC=C1 1,2,3,4,5,6-hexaphenoxybenzene